N[C@]1(CN(CCC1)C1=NC2=C(N1CC1=NC=C(C=C1)C#N)C=CC=C2)C(=O)N (R)-3-Amino-1-(1-((5-cyanopyridin-2-yl)methyl)-1H-benzo[d]imidazol-2-yl)piperidin-3-carboxamid